(Z)-3-(1-(4-amino-2-fluorobut-2-en-1-yl)-6-(pyrrolidine-1-carbonyl)-1H-benzo[d][1,2,3]triazol-4-yl)-4-methoxy-N-methylbenzenesulfonamide hydrochloride Cl.NC\C=C(\CN1N=NC2=C1C=C(C=C2C=2C=C(C=CC2OC)S(=O)(=O)NC)C(=O)N2CCCC2)/F